FC1=NN(C=C1[N+](=O)[O-])C1(CC1)C(=O)NNC(OC(C)(C)C)=O tert-butyl N-[[1-(3-fluoro-4-nitro-pyrazol-1-yl)cyclopropanecarbonyl]-amino]carbamate